C(C)(C)(C)OC(N=C1N(C=C(N1C)C1=CC=C(C=C1)OCC(C(=O)N)ON)CCCNC(=O)OC(C)(C)C)=O (4-(4-(3-amino-2-(aminooxy)-3-oxopropoxy)phenyl)-1-(3-((tert-butoxycarbonyl)amino)propyl)-3-methyl-1,3-dihydro-2H-imidazol-2-ylidene)carbamic acid tert-butyl ester